NC1=NC=CC=C1C1=NC=2C(=NC(=CC2)C=2C=NN(C2)C)N1C=1C=C2CC[C@@H](C2=CC1)NC(C1=CC(=C(C=C1)O)C=O)=O (S)-N-(5-(2-(2-aminopyridin-3-yl)-5-(1-methyl-1H-pyrazol-4-yl)-3H-imidazo[4,5-b]pyridin-3-yl)-2,3-dihydro-1H-inden-1-yl)-3-formyl-4-hydroxybenzamide